CC(CCC)C 4-methylpentan